S(=O)(=O)(O)O[C@@H]1[C@@H]([C@H](C(O)O[C@@H]1CO)NC(C)=O)O N-acetyl-D-galactosamine 4-sulfate